C(#N)C12CC(C1)(C2)NC(=O)C=2C=CC(=NC2)C=2C=NN(C2NC(O[C@H](C)C2=CC(=CC=C2)F)=O)C (R)-1-(3-fluorophenyl)ethyl (4-(5-((3-cyanobicyclo[1.1.1]pentan-1-yl)carbamoyl)pyridin-2-yl)-1-methyl-1H-pyrazol-5-yl)carbamate